FCC(C(CC(=O)O)NC(CN1C(C2=CC(=CC=C2C1)C1=CC2=C(NC(N2)=O)C=C1)=O)=O)=O 5-Fluoro-4-oxo-3-(2-(1-oxo-6-(2-oxo-2,3-dihydro-1H-benzo[d]imidazol-5-yl)isoindolin-2-yl)acetamido)pentanoic acid